[1,1'-biphenyl]-4-carboxylate C1(=CC=C(C=C1)C(=O)[O-])C1=CC=CC=C1